4,5-diphenyl-2-(2-hydroxy-4-methoxyphenyl)imidazole C1(=CC=CC=C1)C=1N=C(NC1C1=CC=CC=C1)C1=C(C=C(C=C1)OC)O